(S)-α-phenylethyl alcohol C1(=CC=CC=C1)[C@H](C)O